O=C1N(CC2=CC(=CC=C12)C#C[Si](C)(C)C)C1C(NC(CC1)=O)=O 3-(1-oxo-5-((trimethylsilyl)ethynyl)isoindolin-2-yl)piperidine-2,6-dione